(2-((3-chloro-4-fluorophenoxy)methoxy)ethyl)trimethylsilane ClC=1C=C(OCOCC[Si](C)(C)C)C=CC1F